4-((1-methyl-1H-imidazol-4-yl)amino)cyclobut-3-ene-1,2-dione CN1C=NC(=C1)NC1=CC(C1=O)=O